COC1=C(SC(=C1OC)C)C=1SC(=C(C1OCC(CCCC)CC)OCC(CCCC)CC)C 2-(3,4-dimethoxy-5-methylthiophene-2-yl)-3,4-di(2-ethylhexyl-oxy)-5-methylthiophene